BrC1=CC=C(C=C1)SC=1N=NC=CC1C(=N)NO 3-[(4-Bromophenyl)sulfanyl]-N-hydroxypyridazine-4-carboxamidine